C(=O)OCCCCNC1=C2C(N(C(C2=CC=C1)=O)C1C(NC(CC1)=O)=O)=O (4-((2-(2,6-dioxopiperidin-3-yl)-1,3-dioxoisoindolin-4-yl) amino) butyl) formate